ethyl [3-(5-amino-2-chloro-4-fluorophenoxy)-2-pyridyloxy]acetate NC=1C(=CC(=C(OC=2C(=NC=CC2)OCC(=O)OCC)C1)Cl)F